(S)-4-(2-(4-(5-chloro-2-(4-(trifluoromethyl)-1H-1,2,3-triazol-1-yl)phenyl)-5-methoxy-2-oxopyridin-1(2H)-yl)butyramido)-2-fluorobenzoic acid ClC=1C=CC(=C(C1)C1=CC(N(C=C1OC)[C@H](C(=O)NC1=CC(=C(C(=O)O)C=C1)F)CC)=O)N1N=NC(=C1)C(F)(F)F